(4-(1-(2,6-dichlorophenyl)azetidin-3-yl)-2,6-dimethylbenzyl)-3-(fluoromethyl)azetidin-3-ol ClC1=C(C(=CC=C1)Cl)N1CC(C1)C1=CC(=C(CN2CC(C2)(O)CF)C(=C1)C)C